C(C)(=O)[O-].CN1C(=[N+](C=C1)C)C 1,2,3-trimethylimidazolium acetate